tert-Butyl ((exo-3-(1-(4-(4-amino-2-oxopyrimidin-1(2H)-yl)phenyl)pentan-2-yl)-3-azabicyclo[3.1.0]hexan-6-yl)methyl)carbamate NC1=NC(N(C=C1)C1=CC=C(C=C1)CC(CCC)N1CC2C(C2C1)CNC(OC(C)(C)C)=O)=O